(4-(3-(1-cyclopropyl-1H-pyrazol-4-yl)-1H-pyrazolo[3,4-c]pyridin-5-yl)-3-fluoro-5-methylphenyl)-N-methylmethanamine C1(CC1)N1N=CC(=C1)C1=NNC2=CN=C(C=C21)C2=C(C=C(C=C2C)CNC)F